FC([C@@H]1[C@H](C1)C=1C=2N(NC(C1)=O)C=CC2)F 4-((1S,2S)-2-(difluoromethyl)cyclopropaneyl)pyrrolo[1,2-b]pyridazin-2(1H)-one